CN(/C=C/C(=O)C1=CC(=CC=C1)C)C (E)-3-(dimethylamino)-1-(m-methylphenyl)prop-2-en-1-one